(S)-N-(5-(2,4-difluorophenoxy)pyrazin-2-yl)-2-(3,3-dimethyl-4-((S)-4,5,6,7-tetrahydropyrazolo[1,5-a]pyridine-5-carbonyl)piperazin-1-yl)propanamide FC1=C(OC=2N=CC(=NC2)NC([C@H](C)N2CC(N(CC2)C(=O)[C@@H]2CC=3N(CC2)N=CC3)(C)C)=O)C=CC(=C1)F